N1(CCC1)CC1CC[C@]12CN(CC2)C2=C(C(=C(C(=C2)F)S(=O)(=O)N(CC2=CC=C(C=C2)OC)C2=NC(=CC=C2)F)F)Cl 4-((4R)-1-(azetidin-1-ylmethyl)-6-azaspiro[3.4]octan-6-yl)-3-chloro-2,6-difluoro-N-(6-fluoropyridin-2-yl)-N-(4-methoxybenzyl)benzenesulfonamide